FC(OC1=C(C=C(C=C1)OC=1C=NN(C1)CCN(C)C)C1=NN(C=C1NC(=O)C=1C=NN2C1N=CC=C2)C)F N-[3-[2-(difluoromethoxy)-5-[1-[2-(dimethylamino)ethyl]pyrazol-4-yl]oxy-phenyl]-1-methyl-pyrazol-4-yl]pyrazolo[1,5-a]pyrimidine-3-carboxamide